FC1=C(C=CC=C1)C=1C=NC(=NC1)C1(CCCNC1)C 5-(5-(2-fluorophenyl)pyrimidin-2-yl)-5-methyl-1,2,3,6-tetrahydropyridine